C/1(=C/C=C\C=C/C=C1)\CCCCCCC=1C=C(C=C(C1)N1C2=CC=CC=C2C=2C=CC=CC12)N1C2=CC=CC=C2C=2C=CC=CC12 9,9'-(5-(6-((1Z,3Z,5Z,7Z)-cycloocta-1,3,5,7-tetraen-1-yl)hexyl)-1,3-phenylene)-bis(9H-carbazole)